2,6-dimethoxy-1-naphthaldehyde COC1=C(C2=CC=C(C=C2C=C1)OC)C=O